F[C@H]1CN(CC[C@H]1OC)C=1N=NC=C(N1)N 3-[(3S,4R)-3-fluoro-4-methoxypiperidin-1-yl]-1,2,4-triazin-5-amine